naphthalene-1,4-dicarboxylic acid anhydride C12=CC=C(C3=CC=CC=C13)C(=O)OC2=O